2,5,8,13,16-pentaoxaoctadecan-18-amine COCCOCCOCCCCOCCOCCN